tert-butyl 4-[2-(2,6-dioxopiperidin-3-yl)-1,3-dioxoisoindol-5-yl]oxypiperidine-1-carboxylate O=C1NC(CCC1N1C(C2=CC=C(C=C2C1=O)OC1CCN(CC1)C(=O)OC(C)(C)C)=O)=O